meta-allyl-phenol C(C=C)C=1C=C(C=CC1)O